FC1=CC=C(C=C1)C=1C=2C(N=C(C1C1=CC=NC=C1)C1=CC=C(C=C1)F)=NN(C2)C(CC)N2CCOCC2 [4,6-bis(4-fluorophenyl)-5-(4-pyridyl)pyrazolo[3,4-b]pyridin-2-yl]-1-(morpholin-4-yl)propan